[N+](=O)([O-])C1=C(C=CC=C1)SNCCC(=O)[O-] 3-[(2-nitrophenyl)sulfanylamino]propanoate